(2S)-N-(3-chloro-4-fluorophenyl)-4-formyl-N-methyl-1-[6-methyl-4-(trifluoromethyl)pyridin-2-yl]-5-oxopyrrolidine-2-carboxamide ClC=1C=C(C=CC1F)N(C(=O)[C@H]1N(C(C(C1)C=O)=O)C1=NC(=CC(=C1)C(F)(F)F)C)C